(6-(2-fluorophenyl)pyrazolo[1,5-a]pyridin-3-yl)piperazine-1-carboxylic acid tert-butyl ester C(C)(C)(C)OC(=O)N1C(CNCC1)C=1C=NN2C1C=CC(=C2)C2=C(C=CC=C2)F